BrC1=CC=C(C=C1)N N-(4-bromophenyl)amine